OC[C@H](CC(C)C)NC(CCC)=O N-[(2S)-1-hydroxy-4-methylpent-2-yl]butanamide